CN(CCCN(C(CC(=O)O)=O)CCCN(C)C)C 3-(bis(3-(dimethylamino)propyl)amino)-3-oxopropanoic acid